NC1=CC=C(C=C1)C=1NC2=C(N1)C=CC(=C2)C(=O)OCC ethyl 2-(4-amino-phenyl)-3H-benzimidazole-5-carboxylate